CN1CC(C[C@@H]2C=3C=CC=C4NC=C(C[C@@H]12)C34)(C(=O)OCC3=CC=CC=C3)CCN 6-methyl-8-carbobenzyloxy-aminoethyl-10a-ergoline